C1(CCCCCO1)=O ε-Caprolacton